CN(C=1C=C2C(=CC=NC2=CC1)NC1=NC=C(C(=O)NC2=NC=C(C=C2)NC2=CC=CC=C2)C=C1)C 6-((6-(dimethylamino)quinolin-4-yl)amino)-N-(5-(phenylamino)pyridin-2-yl)nicotinamide